COC1=C(CN2C(NC3=C2C(=CC=C3)C)=O)C=CC=C1 1-(2-methoxybenzyl)-7-methyl-1,3-dihydro-2H-benzo[d]imidazol-2-one